pyrrolic acid N1C(=CC=C1)C(=O)O